7'-(trifluoromethyl)spiro[cyclopropane-1,1'-isochroman]-4'-one FC(C1=CC=C2C(COC3(C2=C1)CC3)=O)(F)F